C(CC)[C@H]1[C@H](C1)C(=O)O (1S,2R)-2-PROPYLCYCLOPROPANECARBOXYLIC ACID